CN1N=CC2=CC(=CC=C12)C1CN(C1)C(=O)OC(C)(C)C tert-Butyl 3-(1-methyl-1H-indazol-5-yl)azetidine-1-carboxylate